(E)-2-cyano-3-(1-(3-(trifluoromethyl)benzyl)-1H-pyrrolo[2,3-b]pyridin-3-yl)acrylic acid 2-hydroxy-2-methylpropyl ester OC(COC(\C(=C\C1=CN(C2=NC=CC=C21)CC2=CC(=CC=C2)C(F)(F)F)\C#N)=O)(C)C